ClC=1C(=CC=C2CC(NC12)=O)B1OC(C(O1)(C)C)(C)C 7-chloro-6-(4,4,5,5-tetramethyl-1,3,2-dioxaborolan-2-yl)-2,3-dihydro-1H-indol-2-one